1-Acetylpyrrolidin-3-yl (5-(4-(4-cyanophenyl)-4-fluoropiperidine-1-carbonyl)-2,4-dimethylphenyl)carbamate C(#N)C1=CC=C(C=C1)C1(CCN(CC1)C(=O)C=1C(=CC(=C(C1)NC(OC1CN(CC1)C(C)=O)=O)C)C)F